3-methacryloxypropyltri(methoxyethoxy)silane C(C(=C)C)(=O)OCCC[Si](OCCOC)(OCCOC)OCCOC